CCCCCCCCCCCCCCCC(=O)OC[C@H](COP(=O)(O)OC[C@H](CO)O)OC(=O)CCCC/C=C\C/C=C\C/C=C\C/C=C\CC 1-hexadecanoyl-2-(6Z,9Z,12Z,15Z-octadecatetraenoyl)-glycero-3-phospho-(1'-sn-glycerol)